1-(tert-butoxycarbonylamino)-3-oxabicyclo[2.2.2]octane-4-carboxylic acid C(C)(C)(C)OC(=O)NC12COC(CC1)(CC2)C(=O)O